C(C)C1=CC=C(N1)C(=O)NC1=NC(=CC=C1)C1=NN=CN1C(C)C 5-ethyl-N-(6-(4-isopropyl-4H-1,2,4-triazol-3-yl)pyridin-2-yl)-1H-pyrrole-2-carboxamide